1-bromo-3-(triphenylsilyl)benzene BrC1=CC(=CC=C1)[Si](C1=CC=CC=C1)(C1=CC=CC=C1)C1=CC=CC=C1